(Z)-2-((5-bromofuran-2-yl)methylene)benzo[b]thiophen-3(2H)-one BrC1=CC=C(O1)\C=C/1\C(C2=C(S1)C=CC=C2)=O